Tert-butyl N-[2-[2-[3-[2-(2,6-dioxo-3-piperidyl)-1,3-dioxo-isoindolin-4-yl]prop-2-ynoxy] ethoxy]ethyl]carbamate O=C1NC(CCC1N1C(C2=CC=CC(=C2C1=O)C#CCOCCOCCNC(OC(C)(C)C)=O)=O)=O